COC1=C(C=C(C=C1)O[C@H]1C[C@H](CCC1)C(F)(F)F)NC(=O)[C@@H]1N(C(CC1)=O)C (R)-N-(2-Methoxy-5-(((1R,3S)-3-(trifluoromethyl)cyclohexyl)oxy)phenyl)-1-methyl-5-oxopyrrolidine-2-carboxamide